ClC=1C(=C2C=NC(=NN2C1C1CCC1)N[C@H]1[C@@H](COCC1)O)F (3S,4R)-4-((6-chloro-7-cyclobutyl-5-fluoropyrrolo[2,1-f][1,2,4]triazin-2-yl)amino)tetrahydro-2H-pyran-3-ol